[Co].BrC=1C(=C(C(=NC1C=1OC=C(N1)C(C)C)C=1OC=C(N1)C(C)C)Br)Cl dibromo[2,6-bis[4-(R)-isopropyl-2-oxazolyl]-4-chloropyridine] cobalt